Undecane bromide [Br-].CCCCCCCCCCC